[As].CC1=C(C=CC(=C1)CNC1=C(C(=NC=C1[N+](=O)[O-])C)C1=CC=CC=C1)S(=O)(=O)N 2-methyl-4-(((2-methyl-5-nitro-3-phenylpyridin-4-yl)amino)methyl)benzenesulfonamide Arsenic